4-chloro-N-[2-(1H-indol-3-yl)ethyl]-6-isopropoxy-pyrimidin-2-amine ClC1=NC(=NC(=C1)OC(C)C)NCCC1=CNC2=CC=CC=C12